COC1=CC=C(C(=O)NC2CCC(CC2)NC2=CC=NC=3N2C=C(N3)C(F)(F)F)C=C1 4-methoxy-N-[(1s,4s)-4-{[2-(trifluoromethyl)imidazo[1,2-a]pyrimidin-5-yl]amino}cyclohexyl]benzamide